C(C)(C)(C)C=1C=C(C=C(C1O)C(C)(C)C)CCC(=O)N(N)C(CCC1=CC(=C(C(=C1)C(C)(C)C)O)C(C)(C)C)=O N,N-bis[3-(3,5-di-t-butyl-4-hydroxyphenyl)propionyl]hydrazine